17-hydroxy-21-{[4-O-(β-D-galactopyranosyl)-D-fructofuranosyl]oxy}pregna-1,4-diene-3,11,20-trione O[C@]1(C(COC2(CO)[C@@H](O)[C@H](O[C@H]3[C@H](O)[C@@H](O)[C@@H](O)[C@H](O3)CO)[C@H](O2)CO)=O)CC[C@H]2[C@@H]3CCC4=CC(C=C[C@]4(C)[C@H]3C(C[C@]12C)=O)=O